para-hydroxybenzoate (ethyl para-hydroxybenzoate) C(C)C1=C(C(=O)O)C=CC(=C1)O.OC1=CC=C(C(=O)O)C=C1